6-((4,6-dimethyl-2-oxo-1,2-dihydropyridin-3-yl)methyl)-2-(4-(dimethylamino)bicyclo[2.2.2]oct-1-yl)-9-ethyl-2,4-dimethyl-7,8-dihydro-[1,3]dioxolo[4,5-g]isoquinolin-5(6H)-one CC1=C(C(NC(=C1)C)=O)CN1C(C=2C(=C3C(=C(C2CC1)CC)OC(O3)(C)C31CCC(CC3)(CC1)N(C)C)C)=O